NC1=C2C(=C3C(=N1)CCC3)N(C(=N2)COCC)CC(CO)(CO)C 2-((4-amino-2-(ethoxymethyl)-7,8-dihydrocyclopenta[b]imidazo[4,5-d]pyridin-1(6H)-yl)methyl)-2-methylpropane-1,3-diol